(S)-N-((2R,5S)-5-((4-bromopyridin-2-yl)oxy)hexan-2-yl)-2-methylpropane-2-sulfinamide BrC1=CC(=NC=C1)O[C@H](CC[C@@H](C)N[S@@](=O)C(C)(C)C)C